1-(9Z,12Z-octadecadienyl)-2-tetracosanoyl-sn-glycero-3-phosphocholine CCCCCCCCCCCCCCCCCCCCCCCC(=O)O[C@H](COCCCCCCCC/C=C\C/C=C\CCCCC)COP(=O)([O-])OCC[N+](C)(C)C